Methyl (((cis-3-(2-amino-6-hydroxy-9H-purin-9-yl)cyclobutyl)methoxy)(4-bromophenoxy)phosphoryl)-L-alaninate NC1=NC(=C2N=CN(C2=N1)[C@H]1C[C@H](C1)COP(=O)(OC1=CC=C(C=C1)Br)N[C@@H](C)C(=O)OC)O